FC=1C=C(C=CC1OC1=CC=NC2=CC(=C(C=C12)OC)OCCN1CCOCC1)NC(=O)C1=C2C(=CN(C1=O)C1=CC=CC=C1)CCO2 N-(3-Fluoro-4-((6-methoxy-7-(2-morpholinoethoxy)quinolin-4-yl)oxy)phenyl)-6-oxo-5-phenyl-2,3,5,6-tetrahydrofuro[3,2-c]pyridine-7-carboxamide